CC(CC(=O)O)(CC=O)C 3,3-dimethyl-5-oxo-pentanoic acid